N(N)C=1C=C(C(=C(C1)C1=CC=CC=C1)OC)CN1C=NC=C1 1-((5-hydrazino-2-methoxy-[1,1'-biphenyl]-3-yl)methyl)-1H-imidazole